1-cyano-3-methyl-N-(1-phenyl-1H-imidazol-4-yl)pyrrolidine-3-carboxamide C(#N)N1CC(CC1)(C(=O)NC=1N=CN(C1)C1=CC=CC=C1)C